4-(difluoromethyl)-benzenepentanoic acid FC(C1=CC=C(C=C1)CCCCC(=O)O)F